BrC=1N=CC(=NC1)COC=1C=C2CN(C(C2=CC1)=O)C1CCCC1 5-(5-bromo-pyrazin-2-ylmethoxy)-2-cyclopentyl-2,3-dihydro-isoindol-1-one